1,1-dimethyl-3-tosylpyrrolo[1,2-a]quinolin-2(1H)-one CC1(C(C(=C2N1C1=CC=CC=C1C=C2)S(=O)(=O)C2=CC=C(C)C=C2)=O)C